5-(6-((7-ethyl-6-oxo-5,6-dihydro-1,5-naphthyridin-3-yl)methyl)-2,6-diazaspiro[3.3]heptan-2-yl)-N,6-dimethylpicolinamide C(C)C=1C(NC=2C=C(C=NC2C1)CN1CC2(CN(C2)C=2C=CC(=NC2C)C(=O)NC)C1)=O